(S)-N-(4-cyano-3-(trifluoromethyl)phenyl)-2-hydroxy-2-methyl-3-(3-phenyl-1H-pyrazol-1-yl)propanamide C(#N)C1=C(C=C(C=C1)NC([C@@](CN1N=C(C=C1)C1=CC=CC=C1)(C)O)=O)C(F)(F)F